ClC1=CC=C(C=C1)NC(NCCN1CCN(CC1)C)=O 3-(4-Chlorophenyl)1-[2-(4-methylpiperazin-1-yl)ethyl]urea